2,3-dimethyl-4-((1-propynoylpiperidin-3-yl)amino)-1H-indole-7-carboxamide CC=1NC2=C(C=CC(=C2C1C)NC1CN(CCC1)C(C#C)=O)C(=O)N